tert-butyl (S)-(1-(4-chloro-3-(5-(difluoromethyl)-1H-1,2,4-triazol-1-yl)phenyl)-2-hydroxyethyl)carbamate ClC1=C(C=C(C=C1)[C@@H](CO)NC(OC(C)(C)C)=O)N1N=CN=C1C(F)F